3-(1-(4-bromophenyl)cyclopropyl)propanoic acid BrC1=CC=C(C=C1)C1(CC1)CCC(=O)O